N=1C=C(N2C1COCC2)N2N=CC(=C2)S(=O)(=O)NC=2C=CC=C1C=NN(C21)C 1-(5,6-dihydro-8H-imidazo[2,1-c][1,4]oxazin-3-yl)-N-(1-methyl-1H-indazol-7-yl)-1H-pyrazole-4-sulfonamide